3-(4-chlorophenyl)-4-(thiophen-2-yl)-N-((4-(trifluoromethyl)phenyl)sulfonyl)-4,5-dihydro-1H-pyrazole-1-carboxamide ClC1=CC=C(C=C1)C1=NN(CC1C=1SC=CC1)C(=O)NS(=O)(=O)C1=CC=C(C=C1)C(F)(F)F